FC1=C(C(=CC=C1)OC)C=1C=C2/C(/C(NC2=CC1)=O)=C(\C)/NC1=CC=C(C=C1)N1CCNCC1 (Z)-5-(2-Fluoro-6-methoxyphenyl)-3-(1-((4-(piperazin-1-yl)phenyl)amino)ethylidene)indolin-2-one